4-(5-cyclopropyl-1H-pyrazol-3-yl)-N2-(1H-indazol-6-yl)quinazoline-2,4-diamine C1(CC1)C1=CC(=NN1)C1(NC(=NC2=CC=CC=C12)NC1=CC=C2C=NNC2=C1)N